4-((2,2-dimethylhydrazineylidene)methyl)-2-(2,6-dioxopiperidin-3-yl)isoindoline-1,3-dione CN(N=CC1=C2C(N(C(C2=CC=C1)=O)C1C(NC(CC1)=O)=O)=O)C